[Li+].C(C)N1C(=CC2=CC=CC=C12)C1=NC=2C(=NC=C(C2)C(=O)[O-])N1C 2-(1-ethyl-1H-indol-2-yl)-3-methyl-3H-imidazo[4,5-b]pyridine-6-carboxylic acid lithium salt